F[C@@H]1CN(C[C@@H](C1)NC=1C=NN(C1)C)C(=O)OC(C)(C)C tert-butyl (3S,5R)-3-fluoro-5-[(1-methylpyrazol-4-yl)amino]piperidine-1-carboxylate